naphthalene-1,4,5,8-tetramine C1(=CC=C(C=2C(=CC=C(C12)N)N)N)N